CN(CCN1CCN(CC1)C1=NC=CC=C1C1C=2N(C3=C(O1)C=CC=C3)C(=CC2)CO)C (4-(2-(4-(2-(Dimethylamino)ethyl)piperazin-1-yl)pyridin-3-yl)-4H-benzo[b]pyrrolo[1,2-d][1,4]oxazin-1-yl)methanol